6-(1-methyl-1H-pyrazol-4-yl)-4-(6-(4-(2-(methylthio)ethyl)piperazin-1-yl)pyridin-3-yl)pyrazolo[1,5-a]pyridine-3-carbonitrile CN1N=CC(=C1)C=1C=C(C=2N(C1)N=CC2C#N)C=2C=NC(=CC2)N2CCN(CC2)CCSC